C(#CC)C=1C=C2C=NNC2=C(C1)CC(=O)[O-] 5-(propan-1-yn-1-yl)-1H-indazole-7-acetate